5-norbornene diisocyanate [N-]=C=O.[N-]=C=O.C12CCC(C=C1)C2